methyldihydro-2H-pyran-4(3H)-one CC1OCCC(C1)=O